OC1(OC2=CC=CC=C2CC1C1=CC(=C(C=C1)OC)OC)O dihydroxy-3',4'-dimethoxyisoflavane